tert-butyl N-({4-[2-(2-aminopyridin-3-yl)-5-(cyclopropylamino)imidazo[4,5-b]pyridin-3-yl]phenyl} methyl)carbamate NC1=NC=CC=C1C1=NC=2C(=NC(=CC2)NC2CC2)N1C1=CC=C(C=C1)CNC(OC(C)(C)C)=O